butyl 4-(1-hydroxy-1-(pyridin-4-yl)ethyl)-2-(2,2,2-trifluoroethyl)-1H-imidazole-1-carboxylate OC(C)(C1=CC=NC=C1)C=1N=C(N(C1)C(=O)OCCCC)CC(F)(F)F